C1=C(C=CC=2OC3=C(C21)C=CC=C3)C(=O)O dibenzo[b,d]furan-2-carboxylic acid